N[C@@H](C=1OC2=C(N1)C(=C(C=C2)[C@H](N2C(N[C@@H](C2)C(F)(F)F)=O)C2CC2)F)C2CCC(CC2)(F)F |o1:1,11| (S)-1-((R or S)-(2-((R or S)-amino(4,4-difluorocyclohexyl)methyl)-4-fluorobenzo[d]oxazol-5-yl)(cyclopropyl)methyl)-4-(trifluoromethyl)imidazolidin-2-one